CN1C2=CC=CC=C2C=2C(=CC=CC12)S(=O)(=O)NC1=C(C=CC=C1)C#CC=1C=CC(=NC1)C(=O)O 5-{2-[2-(9-methyl-9H-carbazole-4-sulfonamido)phenyl]ethynyl}pyridine-2-carboxylic acid